C=1N=CN2C1[C@H](CCC2)C2=CC=C(N)C=C2 |r| (rac)-(R)-4-(5,6,7,8-tetrahydroimidazo[1,5-a]pyridine-8-yl)aniline